ClC1=C(C(=O)OC)C=CC(=C1)OC1=CC=CC=2C=C(OC21)C(F)F methyl 2-chloro-4-((2-(difluoromethyl)benzofuran-7-yl)oxy)benzoate